COC(=O)C1=CC=C(C=C1)[C@@H]1C=C(CCN1C(=O)OCC1=CC=CC=C1)C1=NN(C=C1)C benzyl (S)-6-(4-(methoxycarbonyl) phenyl)-4-(1-methyl-1H-pyrazol-3-yl)-3,6-dihydropyridine-1(2H)-carboxylate